COC1CC(C1)(C1=NN=CN1C)C=1C=C(C=CC1)N1C(C2=CC(=CC(=C2C1)C(F)(F)F)CNC1(CCC1)C)=O 2-(3-((1s,3s)-3-methoxy-1-(4-methyl-4H-1,2,4-triazol-3-yl)cyclobutyl)phenyl)-6-(((1-methylcyclobutyl)amino)methyl)-4-(trifluoromethyl)isoindolin-1-one